((1r,3r)-3-(4-(2-(4-((4-(5-methyl-1,3,4-oxadiazol-2-yl)pyrimidine-2-yl)oxy)phenyl)propan-2-yl)phenoxy)cyclobutyl)tert-butyl carbamate C(N)(OC(CC1CC(C1)OC1=CC=C(C=C1)C(C)(C)C1=CC=C(C=C1)OC1=NC=CC(=N1)C=1OC(=NN1)C)(C)C)=O